7-(((1S,3S)-3-aminocyclobutyl)methyl)-2-(((S)-pent-2-yl)oxy)imidazo[2,1-f][1,2,4]triazin-4-amine NC1CC(C1)CC1=CN=C2C(=NC(=NN21)O[C@@H](C)CCC)N